FC1=C(C=CC(=C1)N)C1=CC=CC=C1 fluoro(1,1'-biphenyl)-4-amine